(3s,5r)-5-({4-[2-hydroxy-4-(trifluoromethyl)phenyl]phthalazin-1-yl}amino)piperidin-3-ol formate salt C(=O)O.OC1=C(C=CC(=C1)C(F)(F)F)C1=NN=C(C2=CC=CC=C12)N[C@@H]1C[C@@H](CNC1)O